N-(4-((4-([1,2,4]triazolo[1,5-a]pyridin-7-yloxy)-5-chloro-2-methoxyphenyl)amino)-7-ethoxyquinazolin-6-yl)-2-fluoro-3-(1-methylpyrrolidin-2-yl)acrylamide N=1C=NN2C1C=C(C=C2)OC2=CC(=C(C=C2Cl)NC2=NC=NC1=CC(=C(C=C21)NC(C(=CC2N(CCC2)C)F)=O)OCC)OC